OC[C@@H]1N(CCC1)C(=O)OC(C)(C)C tert-butyl (2R)-2-(hydroxymethyl)pyrrolidine-1-carboxylate